N-(5-((5-oxaspiro(3.4)oct-7-yl)methoxy)-1,3,4-thiadiazol-2-yl)-2'-chloro-5'-methoxy-6-methyl-(4,4'-bipyridine)-3-carboxamide C1CCC12OCC(C2)COC2=NN=C(S2)NC(=O)C=2C=NC(=CC2C2=CC(=NC=C2OC)Cl)C